C(C1=CC=CC=C1)C1OC2=C(C(N1)=O)C=CC=C2 2-benzyl-2,3-dihydro-4H-benzo[e][1,3]oxazin-4-one